((5-oxo-3-phenyltetrahydro-1h,3h-pyrrolo[1,2-C]oxazol-6-yl)methyl)carbamic acid tert-butyl ester C(C)(C)(C)OC(NCC1CC2N(C(OC2)C2=CC=CC=C2)C1=O)=O